(2R,3S)-1-Diphenylmethyl-2-methylazetidin-3-ylmethanesulfonate C1(=CC=CC=C1)C(N1[C@@H]([C@H](C1)CS(=O)(=O)[O-])C)C1=CC=CC=C1